NC=1C=2C(N=C(C1CC1=CC=C(C(=N1)N1CCNC(CC1)=O)Br)C)=NON2 1-[6-(7-Amino-5-methyl-[1,2,5]oxadiazolo[3,4-b]pyridin-6-ylmethyl)-3-bromo-pyridin-2-yl]-[1,4]diazepan-5-one